1,7-bis(7-benzo[c]acridinyl)heptane C1=CC=CC=2C=CC=3C(=C4C=CC=CC4=NC3C21)CCCCCCCC2=C1C=CC=CC1=NC=1C3=C(C=CC21)C=CC=C3